1-{4-[12-methyl-4-(pyridin-3-yl)-8,11,13,14,16-pentaaza-tetracyclo[8.6.0.02,7.011,15]Hexadec-1(10),2,4,6,8,12,14-heptaen-16-yl]Phenyl}cyclopentane-1-carbonitrile CC=1N2C=3C=NC4=CC=C(C=C4C3N(C2=NN1)C1=CC=C(C=C1)C1(CCCC1)C#N)C=1C=NC=CC1